dicarboxyphenylporphin C(=O)(O)N1C=2C=CC1=CC=1C=CC(=CC3=CC(=C(N3C(=O)O)C=C3C=CC(C2)=N3)C3=CC=CC=C3)N1